(racemic)-trans-(R)-1-phenylethyl-4-allyl-3-azido-1-((N-(tert-butoxycarbonyl)carbamimidoyl)carbamoyl)pyrrolidine-3-carboxylate C1(=CC=CC=C1)[C@@H](C)OC(=O)[C@]1(CN(C[C@H]1CC=C)C(NC(NC(=O)OC(C)(C)C)=N)=O)N=[N+]=[N-] |r|